(2R,4S)-N-(5-((-)-1-amino-1-(3-cyanophenyl)-3-cyclopropylpropyl)-2-fluorophenyl)-4-hydroxy-4-phenylpyrrolidine-2-one NC(CCC1CC1)(C1=CC(=CC=C1)C#N)C=1C=CC(=C(C1)N1C(C[C@@](C1)(C1=CC=CC=C1)O)=O)F